(E)-1-(2-hydroxyphenyl)-3-(4-fluorophenyl)prop-2-en-1-one OC1=C(C=CC=C1)C(\C=C\C1=CC=C(C=C1)F)=O